C12CNCC2N1C1=CC=C(C=2N=CC=NC12)C(=O)NC=1C=C(C=2N(C1)C=C(N2)C)F 8-{3,6-diazabicyclo[3.1.0]hex-6-yl}-N-{8-fluoro-2-methylimidazo[1,2-a]pyridin-6-yl}quinoxaline-5-carboxamide